FC1=C(OC(CCS(=O)CC2=C(N3C([C@H]([C@H]3SC2)NC(CC2=CC=CC=C2)=O)=O)C(=O)O)=O)C=CC(=C1)[N+](=O)[O-] (6r,7r)-3-(((3-(2-fluoro-4-nitrophenoxy)-3-oxopropyl)sulfinyl)methyl)-8-oxo-7-(2-phenylacetamido)-5-thia-1-azabicyclo[4.2.0]oct-2-ene-2-carboxylic acid